ClC=1C(=NC=C(C1)Cl)O[C@@H](C(=O)NCC=1C=C(C=CC1)NC(NC1CC2(CN(C2)CC(=O)[O-])C1)=O)CC.[Li+] lithium (R)-2-(6-(3-(3-((2-((3,5-dichloropyridin-2-yl)oxy)butanamido)methyl)phenyl)ureido)-2-azaspiro[3.3]heptan-2-yl)acetate